benzyl 7-(6-aminopyridin-3-yl)-4,7-diazaspiro[2.5]octane-4-carboxylate NC1=CC=C(C=N1)N1CCN(C2(CC2)C1)C(=O)OCC1=CC=CC=C1